dodecyl-benzyl-sulfonic acid sodium salt [Na+].C(CCCCCCCCCCC)C(C1=CC=CC=C1)S(=O)(=O)[O-]